COC(=O)C1=NC(=C(C=C1)NC(CC1CC=C(CC1)C1=NC(=CC=C1)OCC1=CC=C(C=2C=COC21)Cl)=O)NC[C@H]2OCC2 5-(2-(4-(6-((4-chlorobenzofuran-7-yl)methoxy)pyridin-2-yl)cyclohex-3-en-1-yl)acetamido)-6-((((S)-oxetan-2-yl)methyl)amino)pyridinecarboxylic acid methyl ester